2-(4-(1,2-diphenylvinyl)phenoxy)-N,N-diethylamine 2-hydroxy-1,2,3-propanetricarboxylic acid salt OC(CC(=O)O)(CC(=O)O)C(=O)O.C1(=CC=CC=C1)C(=CC1=CC=CC=C1)C1=CC=C(OCCNCC)C=C1